C(C)O[C@@H]1C[C@@]2(CC[C@H](C1)N2CC2=C1C=CNC1=C(C=C2OC)C)C2=CC=C(C(=O)O)C=C2 |o1:3,5,8| (±)-rel-4-((1S,3S,5R)-3-Ethoxy-8-((5-methoxy-7-methyl-1H-indol-4-yl)methyl)-8-azabicyclo[3.2.1]octan-1-yl)benzoic acid